CNC1=C(C=C(C=C1)S(F)(F)(F)(F)F)[N+](=O)[O-] methyl-(2-nitro-4-pentafluorosulfanyl-phenyl)-amine